phenyl-4-chlorophenol C1(=CC=CC=C1)C1=C(C=CC(=C1)Cl)O